[O-]S(=O)(=O)C(F)(F)F.C(CC)[NH+]1CCCC1 N-Propylpyrrolidinium triflat